1-(4-(aminomethyl)Benzyl)-1,3-dihydro-2H-benzo[d]Imidazol-2-one NCC1=CC=C(CN2C(NC3=C2C=CC=C3)=O)C=C1